C(CCCC=C)NC[C@H]([C@H](CC1=CC=CC=C1)NC(OC(C)(C)C)=O)O tert-Butyl ((2S,3R)-4-(hex-5-en-1-ylamino)-3-hydroxy-1-phenylbutan-2-yl)carbamate